1-[(6-{6,6-Difluoro-3-azabicyclo[3.1.0]hex-3-yl}-2-methylpyridin-3-yl)methyl]-N-[(6R)-3-methyl-1H,4H,5H,6H-cyclopenta[c]pyrazol-6-yl]-1H-pyrazole-4-carboxamide FC1(C2CN(CC12)C1=CC=C(C(=N1)C)CN1N=CC(=C1)C(=O)N[C@@H]1CCC2=C1NN=C2C)F